((3-(benzylamino)-6-nitro-2-(trifluoromethyl) phenyl) amino) piperidine-1-carboxylate N1(CCCCC1)C(=O)ONC1=C(C(=CC=C1[N+](=O)[O-])NCC1=CC=CC=C1)C(F)(F)F